NCC1=C(C=C(C(=O)OC)C=C1)F methyl 4-(aminomethyl)-3-fluorobenzoate